3,3-diphosphinopentane-1,5-dicarboxylic acid PC(CCC(=O)O)(CCC(=O)O)P